The molecule is a carbohydrate acid anion arising from deprotonation of both carboxy groups of 2-(beta-D-glucopyranosyluronic acid)-D-glucuronic acid; major species at pH 7.3. It is a carbohydrate acid anion and a dicarboxylic acid dianion. It is a conjugate base of a 2-(beta-D-glucopyranosyluronic acid)-D-glucuronic acid. [C@@H]1([C@@H]([C@H](O[C@H]([C@@H]1O)O[C@@H]2[C@H]([C@@H]([C@H](O[C@H]2O)C(=O)[O-])O)O)C(=O)[O-])O)O